(R)-7-amino-N-(5-fluoro-6-(piperazin-1-yl)-1,2,3,4-tetrahydronaphthalen-2-yl)-3-methylthieno[2,3-b]pyrazine-6-carboxamide NC1=C(SC2=NC(=CN=C21)C)C(=O)N[C@H]2CC1=CC=C(C(=C1CC2)F)N2CCNCC2